N[C@H]1C=C[C@H](C1)CO ((1S,4R)-4-aminocyclopent-2-en-1-yl)methanol